ClC1=CC=C(C=C1)C=1C=NC2=NC3=C(N2C1)C=CC=C3 3-(4-chlorophenyl)pyrimido[1,2-a]benzimidazole